ClC=1N=CC=C2C1NC=C2N 7-Chloro-1H-pyrrolo[2,3-c]pyridin-3-amine